1-ethyl-4-(trifluoromethyl)-1H-imidazol-2-yl-(benzyl)-6-methyl-6,7-dihydro-[1,2,4]triazolo[1,5-a]pyrimidin-5(4H)-one C(C)N1C(=NC(=C1)C(F)(F)F)N1C=2N(CC(C1=O)C)N=C(N2)CC2=CC=CC=C2